FC(OC=1C=C(C=NC1OC)C1=CC=2N(C=C1)N=C(C2)NC(=O)NC[C@@H](C)O)F (R)-1-(5-(5-(difluoromethoxy)-6-methoxypyridin-3-yl)pyrazolo[1,5-A]pyridin-2-yl)-3-(2-hydroxypropyl)urea